ClC1=NC=C(C#N)C=C1OC 6-chloro-5-methoxynicotinonitrile